CN1C(C(=NC2=CC=CC=C12)C=1SC=CC1)=O 1-methyl-3-(2-thienyl)-1,2-dihydroquinoxaline-2-one